N-(4-(4-amino-1-isopropyl-7-((1r,4r)-4-((2-methoxyethyl)amino)cyclohexyl)-1H-pyrazolo[4,3-c]pyridin-3-yl)-2,5-difluorophenyl)-5-chloro-2-fluorobenzenesulfonamide NC1=NC=C(C2=C1C(=NN2C(C)C)C2=CC(=C(C=C2F)NS(=O)(=O)C2=C(C=CC(=C2)Cl)F)F)C2CCC(CC2)NCCOC